2'-hydroxy-5,5'-dimethyl-[1,1'-biphenyl]-2-sulfinic acid potassium [K].OC1=C(C=C(C=C1)C)C=1C(=CC=C(C1)C)S(=O)O